3-methyl-6-(6-methyl-3-{1-[(1-methylcyclohexyl)methyl]-1H-pyrazol-4-yl}pyridin-2-yl)-1H-indazole CC1=NNC2=CC(=CC=C12)C1=NC(=CC=C1C=1C=NN(C1)CC1(CCCCC1)C)C